((1s,4s)-4-((5-(1-(2,2-difluoroethyl)-4-fluoro-2-methyl-1H-benzo[d]imidazol-6-yl)-4-methoxy-7H-pyrrolo[2,3-d]pyrimidin-2-yl)amino)cyclohexyl)(pyrrolidin-1-yl)methanone FC(CN1C(=NC2=C1C=C(C=C2F)C2=CNC=1N=C(N=C(C12)OC)NC1CCC(CC1)C(=O)N1CCCC1)C)F